CC1=C(C(=O)N[C@H](C)C2=CC(=NC3=CC=CC=C23)C=2C=NN(C2)C)C=CC(=C1)C(C(F)(F)F)NCC=1N=CSC1 2-methyl-N-((R)-1-(2-(1-methyl-1H-pyrazol-4-yl)quinolin-4-yl)ethyl)-4-(2,2,2-trifluoro-1-((thiazol-4-ylmethyl)amino)ethyl)benzamide